(S)-5-((1-(3-(4-(5-Chloropyrazin-2-yl)piperazin-1-yl)-3-oxopropoxy)propan-2-yl)oxy)-4-(trifluoromethyl)pyridazin-3(2H)-one ClC=1N=CC(=NC1)N1CCN(CC1)C(CCOC[C@H](C)OC1=C(C(NN=C1)=O)C(F)(F)F)=O